FC=1C(=C(C=C(C1F)C(C)C)[C@@H](C(=O)O)N1C[C@@H](CC1)OCCCCCC1=NC=2NCCCC2C(=C1)OC)OC (S)-2-(3,4-difluoro-5-isopropyl-2-methoxyphenyl)-2-((R)-3-((5-(4-methoxy-5,6,7,8-tetrahydro-1,8-naphthyridin-2-yl)pentyl)oxy)pyrrolidin-1-yl)acetic acid